C(C)(=O)C1=C(SC2=C1OC(=C(C2=O)C)C2=CC=CC=C2)C 3-Acetyl-2,6-dimethyl-5-phenyl-7H-thieno[3,2-b]pyran-7-one